FC=1C=NC(=NC1)C=1C=C2C(=NC=NC2=C(C1)OC)NC(C)C1=NOC(=N1)C 6-(5-fluoropyrimidin-2-yl)-8-methoxy-N-(1-(5-methyl-1,2,4-oxadiazol-3-yl)ethyl)quinazolin-4-amine